FCOC1=NC2=CC(=CC=C2C=C1)OC (fluoromethoxy)-7-methoxyquinoline